FC1=C(C=C(C=C1)C)C#CC(=O)O 3-(2-fluoro-5-methylphenyl)propiolic acid